OC1(CC1)C(=O)NC1=CC2=C(C=N1)C(NN2C2=CC(=CC=C2)OC)=O 1-hydroxy-N-(1-(3-methoxyphenyl)-3-oxo-2,3-dihydro-1H-pyrazolo[4,3-c]pyridin-6-yl)cyclopropane-1-carboxamide